C1(CC1)C=1C(=CC(N2[C@@H](CSC12)C(=O)O)=O)CC1=CC=C(C2=CC=CC=C12)F (3R)-7-cyclopropyl-6-[(4-fluoro-1-naphthyl)methyl]-4-oxo-1-thia-3a-aza-3-indancarboxylic acid